(S)-2-(5-(1-(1H-imidazol-1-yl)-2-methoxyethyl)-1H-1,2,4-triazol-3-yl)-6-chloro-7-fluoro-3-(1H-imidazol-1-yl)-5-methoxy-1-methyl-1H-indole N1(C=NC=C1)[C@H](COC)C1=NC(=NN1)C=1N(C2=C(C(=C(C=C2C1N1C=NC=C1)OC)Cl)F)C